benzyl-1-[(4-methoxyphenyl)methyl]-2',5-dimethyl-6'-(1-methyltriazol-4-yl)spiro[indoline-3,4'-piperidine]-2-one C(C1=CC=CC=C1)N1C(CC2(CC1C=1N=NN(C1)C)C(N(C1=CC=C(C=C12)C)CC1=CC=C(C=C1)OC)=O)C